lithium 2-amino-2-(4-bromo-3-(trifluoromethoxy)phenyl)acetate NC(C(=O)[O-])C1=CC(=C(C=C1)Br)OC(F)(F)F.[Li+]